Isopropyl 6-diazo-2-((diphenyloxyphosphoryl) amino)-5-oxohexanoate [N+](=[N-])=CC(CCC(C(=O)OC(C)C)NP(=O)(OC1=CC=CC=C1)OC1=CC=CC=C1)=O